methyl 3,3-difluoro-5-[5-[(3R)-3-amino-5-[(4-chlorophenyl)methyl]-8-fluoro-1,1,4-trioxo-2,3-dihydro-1λ6,5-benzothiazepin-7-yl]-1,3,4-oxa-diazol-2-yl]piperidine-1-carboxylate FC1(CN(CC(C1)C=1OC(=NN1)C=1C(=CC2=C(N(C([C@H](CS2(=O)=O)N)=O)CC2=CC=C(C=C2)Cl)C1)F)C(=O)OC)F